1-((4-(3-(hydroxymethyl)-4-nitrobenzoylamino)butanoyl)oxy)-2,5-dioxopyrrolidine-3-sulfonic acid sodium salt [Na+].OCC=1C=C(C(=O)NCCCC(=O)ON2C(C(CC2=O)S(=O)(=O)[O-])=O)C=CC1[N+](=O)[O-]